1,2,3,4,6-O-pentaacetyl-alpha-mannose C(C)(=O)[C@@]1(O)[C@@](O)([C@@](O)([C@](O)([C@H](O1)COC(C)=O)C(C)=O)C(C)=O)C(C)=O